C(CCCCCCC)N1C(=C(C2=CC=CC=C12)C1(OC(=O)C2=CC=CN=C12)C1=C(C=C(C=C1)N(CC)CC)OCC)C 3-(1-octyl-2-methylindole-3-yl)-3-(2-ethoxy-4-diethylaminophenyl)-4-azaphthalide